C(C)OC(C[C@H](CC#N)OC)=O (S)-4-cyano-3-methoxybutyric acid ethyl ester